1-(1H-benzo[d]imidazol-5-yl)-4-(6-(3,3-difluoropropoxy)pyridin-3-yl)-3-methylazetidin-2-one N1C=NC2=C1C=CC(=C2)N2C(C(C2C=2C=NC(=CC2)OCCC(F)F)C)=O